ClC1=C(C=C2[C@@H]([C@H](CN3C2=C1C=C3)N(C)C)C)F (5R,6S)-9-chloro-8-fluoro-N,N,6-trimethyl-5,6-dihydro-4H-pyrrolo[3,2,1-ij]quinolin-5-amine